1-cyclopropoxy-4-methyl-2-nitrobenzene C1(CC1)OC1=C(C=C(C=C1)C)[N+](=O)[O-]